5-(3,3-difluorocyclobutyl)-1-(oxan-2-yl)-4-oxo-1H,4H,5H-pyrazolo[4,3-c]pyridine-7-carboxylic acid FC1(CC(C1)N1C(C2=C(C(=C1)C(=O)O)N(N=C2)C2OCCCC2)=O)F